1-cyclopropyl-3-(5-((2R,4S)-2-(2,5-difluorophenyl)-4-fluoropyrrolidin-1-yl)-2-fluoropyrazolo[1,5-a]pyrimidin-3-yl)urea C1(CC1)NC(=O)NC=1C(=NN2C1N=C(C=C2)N2[C@H](C[C@@H](C2)F)C2=C(C=CC(=C2)F)F)F